COCCNC(=O)C1=NC2=CC=C(C=C2C=N1)C1=CC(=CC=C1)NC(C=C)=O N-(2-methoxyethyl)-6-[3-(prop-2-enamido)phenyl]quinazoline-2-carboxamide